ClC=1C(=NC=CC1C1=C(C(=CC=C1)C1=NC(=C(C=C1)C=1NCCN1)OC)Cl)C1=CC(=C(CNC[C@@H](CC(=O)O)O)C=C1)OC (R)-4-((4-(3-chloro-4-(2-chloro-3-(5-(4,5-dihydro-1H-imidazol-2-yl)-6-methoxypyridin-2-yl)phenyl)pyridin-2-yl)-2-methoxybenzyl)amino)-3-hydroxybutanoic acid